COC1CCN(CC1)CC1=CC=C(C#N)C=C1 4-((4-methoxypiperidin-1-yl)methyl)benzonitrile